COC1=CC2=C(NC(=N2)C2=C(C=CC=C2)C=2C(=CC(=CC2)C(N[C@H](CCC)C2=CC=CC=C2)=O)C(=O)O)C=C1 2'-(5-methoxy-1H-1,3-benzodiazol-2-yl)-4-{[(1R)-1-phenylbutyl]carbamoyl}-[1,1'-biphenyl]-2-carboxylic acid